(1-(3-chloro-4-(methoxymethyloxy)phenyl)-5-methyl-1H-1,2,3-triazol-4-yl)methanol ClC=1C=C(C=CC1OCOC)N1N=NC(=C1C)CO